C(C)(C)(C)[Si](OC[C@H](N)C1=CC=C(C=C1)C1=C(N=CS1)C)(C)C (R)-2-((tertbutyldimethylsilyl)oxy)-1-(4-(4-methylthiazol-5-yl)phenyl)ethan-1-amine